Methyl (2S)-4-[5-[bis(2-chloroethyl)amino]-1-methyl-benzimidazol-2-yl]-2-(tert-butoxycarbonylamino)butanoate ClCCN(C1=CC2=C(N(C(=N2)CC[C@@H](C(=O)OC)NC(=O)OC(C)(C)C)C)C=C1)CCCl